C(C)(=O)N[C@@H]1[C@@H](O)O[C@@H]([C@H]([C@@H]1O)O)C(=O)[O-] 2-acetamido-2-deoxy-α-D-mannuronate